tert-Butyl (4-(4-amino-7-(4-methoxytetrahydro-2H-pyran-4-yl)pyrrolo[2,1-f][1,2,4]triazin-5-yl)-2-methoxyphenyl)carbamate NC1=NC=NN2C1=C(C=C2C2(CCOCC2)OC)C2=CC(=C(C=C2)NC(OC(C)(C)C)=O)OC